Selenophen [Se]1C=CC=C1